O=C1CCC(=NN1)C1=CC=C(C=C1)NC(=N)NC(CC)=O N-(N-(4-(6-oxo-1,4,5,6-tetrahydropyridazin-3-yl)phenyl)amidino)propionamide